(E)-N,1-dimethyl-4-(1-methyl-4-(4-(2-(quinolin-3-yl)vinyl)benzamido)-1H-pyrrole-2-carboxamido)-1H-pyrrole-2-carboxamide CNC(=O)C=1N(C=C(C1)NC(=O)C=1N(C=C(C1)NC(C1=CC=C(C=C1)\C=C\C=1C=NC2=CC=CC=C2C1)=O)C)C